CC1=NC(=CC(=C1)C=1NC2=CC=C(C=C2C1C(C)C)C(=O)N(C)C)C 2-(2,6-dimethylpyridin-4-yl)-3-isopropyl-N,N-dimethyl-1H-indole-5-carboxamide